C1=C([C@H]([C@@H]([C@H]([C@H]1OP(=O)([O-])OP(=O)([O-])OC[C@@H]2[C@H]([C@H]([C@@H](O2)N3C=NC4=C3N=C(NC4=O)N)O)O)O)O)O)CO The molecule is an organophosphate oxoanion obtained by deprotonation of the diphosphate OH groups of GDP-valienol; major species at pH 7.3. It is a conjugate base of a GDP-valienol.